3-(4-Chlorophenyl)-1-(2,2-difluoro-2-phenylethyl)urea ClC1=CC=C(C=C1)NC(NCC(C1=CC=CC=C1)(F)F)=O